CS(=O)(=O)OC1(CN(C1)C(C1=CC=CC=C1)C1=CC=CC=C1)C 1-Benzhydryl-3-methylazetidin-3-yl methanesulfonate